BrC=1C(=C(C=CC1)/C(/C(F)(F)F)=N\C1CC1)F (E)-1-(3-bromo-2-fluoro-phenyl)-N-cyclopropyl-2,2,2-trifluoro-ethanimine